ClC1=CC=C(C=C1)C1CCNCC1 4-(4-chlorophenyl)piperidine